FC1=C(C=CC=C1)C=1C(=CC=2C(N1)=NSC2)C 6-(2-fluorophenyl)-5-methyl-isothiazolo[3,4-b]pyridine